C(C)(C)(C)OC1=CC=C(ONC(=O)NC=2C(=NC=C(C2)C)OC2=C(C=CC=C2)C(C)(C)C)C=C1 1-(4-tert-butoxy-phenoxy)-3-[2-(2-tert-butyl-phenoxy)-5-methyl-pyridin-3-yl]-urea